isopropyl (((6-(((((S)-1-isopropoxy-1-oxopropan-2-yl)amino)(methyl)phosphoryl)oxy)-5'-methyl-4-pentyl-1',2',3',4'-tetrahydro-[1,1'-biphenyl]-2-yl)oxy)(methyl)phosphoryl)-L-alaninate C(C)(C)OC([C@H](C)NP(=O)(C)OC1=CC(=CC(=C1C1CCCC(=C1)C)OP(=O)(C)N[C@@H](C)C(=O)OC(C)C)CCCCC)=O